FC(CC1CN(C1)[C@@H]1CC[C@H](CC1)C1OC2=C(O1)C=CC(=C2)C(=O)N)(F)F (trans-4-(3-(2,2,2-trifluoroethyl)azetidine-1-yl)cyclohexyl)benzo[d][1,3]dioxole-5-carboxamide